OC1=C(C=C(C=C1)C)N1N=C2C(=C1)C(N(C2=O)C2CCC(CC2)OC)C2=CC=C(C=C2)C(F)(F)F (2-hydroxy-5-methylphenyl)-5-((1S,4S)-4-methoxycyclohexyl)-4-(4-(trifluoromethyl)phenyl)-4,5-dihydropyrrolo[3,4-c]pyrazol-6(2H)-one